CC1=C(C=2C=CN=C(C2C=C1)CC1=CC=C(C=C1)C(F)(F)F)N 6-methyl-1-(4-(trifluoromethyl)benzyl)isoquinolin-5-amine